(S,E)-3-(4-chlorophenyl)-N'-((4-chlorophenyl)sulfonyl)-4-phenyl-N-((S)-3-sulfamoylbutyl)-4,5-dihydro-1H-pyrazole-1-carboximidamide ClC1=CC=C(C=C1)C1=NN(C[C@@H]1C1=CC=CC=C1)/C(/NCC[C@H](C)S(N)(=O)=O)=N/S(=O)(=O)C1=CC=C(C=C1)Cl